(S)-4-(2-(1-(2-hydroxy-2-methylpropyl)-1H-pyrazol-4-yl)-6-(1-methyl-6-oxo-1,6-dihydropyridin-3-yl)quinazolin-4-yl)-3-phenylpiperazine-1-carboxylic acid tert-butyl ester C(C)(C)(C)OC(=O)N1C[C@@H](N(CC1)C1=NC(=NC2=CC=C(C=C12)C1=CN(C(C=C1)=O)C)C=1C=NN(C1)CC(C)(C)O)C1=CC=CC=C1